FC1=C2CN(C(C2=CC=C1N([C@@H]1[C@H](CCCC1)NC)C)=O)C1C(NC(CC1)=O)=O 3-(4-fluoro-5-(methyl-((1S,2S)-2-(methylamino)cyclohexyl)amino)-1-oxoisoindolin-2-yl)piperidine-2,6-dione